(R)-N-(4'-(3-amino-2-oxopiperidin-1-yl)-3',5'-difluoro-[1,1'-biphenyl]-2-yl)methanesulfonamide N[C@H]1C(N(CCC1)C1=C(C=C(C=C1F)C1=C(C=CC=C1)NS(=O)(=O)C)F)=O